1,1-Difluoro-2-{5-[4-fluoro-2-(trifluoromethyl)phenyl]-1,2,4-thiadiazol-3-yl}-6-azaspiro[2.5]octane hydrochloride Cl.FC1(C(C12CCNCC2)C2=NSC(=N2)C2=C(C=C(C=C2)F)C(F)(F)F)F